CN(C1=CC=C2C(=C3C(O2)=CC=CC(=C3)NC(=O)C=3OC=CN3)C1)C N-(N,N-dimethyl-2-aminocyclohepta[b]benzofur-9-yl)oxazole-2-carboxamide